methyl-1-(dodeca-3-en-6-yloxy)-2-ethoxy-4-methylbenzene CC=1C(=C(C=CC1C)OC(CC=CCC)CCCCCC)OCC